CC1=C(C=CC=C1C)\C=C(/C(=O)N)\C#N (Z)-3-(2,3-dimethylphenyl)2-cyanoacrylamide